7-chloro-N-(1H-indol-5-yl)quinolin-4-amine ClC1=CC=C2C(=CC=NC2=C1)NC=1C=C2C=CNC2=CC1